BrC1=C(C=CC=C1N1C2=CC=CC=C2C=2C=CC=CC12)N(C1=CC2=CC=CC=C2C=C1)C1=CC2=CC=CC=C2C=C1 N-(2-bromo-3-(9H-carbazol-9-yl)phenyl)-N-(naphthalen-2-yl)naphthalen-2-amine